C(CCC)C1=C(C(=C(C=O)C)C2=CC=CC=C2)C=CC=C1 butylphenyl-methyl-cinnamaldehyde